COC(C1=C(C=CC=C1)NC(CC(C)C1=CC=CC=C1)O)=O 2-((1-hydroxy-3-phenylbutyl)amino)benzoic acid methyl ester